ClC1=C(C=NC2=C(C(=NC=C12)Cl)F)[N+](=O)[O-] 4,7-dichloro-8-fluoro-3-nitro-1,6-naphthyridine